tert-butyl (3-oxo-3-((2-(2,2,2-trifluoroacetamido)ethyl)amino)propyl)carbamate O=C(CCNC(OC(C)(C)C)=O)NCCNC(C(F)(F)F)=O